3-(6-chloro-5'-(5-chloro-2-methylphenyl)-3'-isopropyl-2,6'-dioxo-5',6'-dihydro-3'H-spiro[indoline-3,4'-pyrrolo[3,4-d]imidazol]-2'-yl)-4-methoxy-N-methylbenzamide ClC1=CC=C2C(=C1)NC(C21N(C(C=2N=C(N(C21)C(C)C)C=2C=C(C(=O)NC)C=CC2OC)=O)C2=C(C=CC(=C2)Cl)C)=O